COC(=O)C1CC2CC(CC(C1)N2CC2=CC=CC=C2)(F)F.FC2=C(C(=CC(=N2)C(=O)NC)B2OC(C(O2)(C)C)(C)C)OC 6-fluoro-5-methoxy-N-methyl-4-(4,4,5,5-tetramethyl-1,3,2-dioxaborolan-2-yl)picolinamide methyl-9-benzyl-7,7-difluoro-9-azabicyclo[3.3.1]nonane-3-carboxylate